FC1=CC=C(C=C1)N1CCN(C2=CC=CC=C12)C[C@H]1CN(CC1)CC(C)C (R)-4-(4-fluorophenyl)-N-((1-isobutylpyrrolidin-3-yl)methyl)-3,4-dihydroquinoxaline